(3-bromo-4-chloro-phenyl)methanamine BrC=1C=C(C=CC1Cl)CN